NC1=NC=NN2C1=C(C=C2C=2C=NC(=C(C(=O)NC=1C=NN(C1)CCC1=CC=CC=C1)C2)OC)C(F)(F)F 5-(4-amino-5-(trifluoromethyl)pyrrolo[2,1-f][1,2,4]triazin-7-yl)-2-methoxy-N-(1-phenethyl-1H-pyrazol-4-yl)nicotinamide